FC1=CC=C(C=C1)C(CCC[C@@H](C)[C@H]1CC[C@H]2[C@@H]3CC[C@H]4CCCC[C@]4(C)[C@H]3CC[C@]12C)O 24-[(4-fluorophenyl)(hydroxy)methyl]-5alpha-cholan